N-[methylhydroxyphosphinyl]Glutamic acid CP(=O)(N[C@@H](CCC(=O)O)C(=O)O)O